FC1(CCC(CC1)N1N=C(C=CC1=O)C=1C(=C(C(=O)N)C=CC1NS(=O)(=O)CCO)N1CCC2(CC2)CC1)F (1-(4,4-difluorocyclohexyl)-6-oxo-1,6-dihydropyridazin-3-yl)-4-((2-hydroxyethyl)sulfonamido)-2-(6-azaspiro[2.5]octan-6-yl)benzamide